4-benzyloxy-1-(5-methyl-1,3,4-oxadiazol-2-yl)butan-2-one C(C1=CC=CC=C1)OCCC(CC=1OC(=NN1)C)=O